1-(5-chloro-2-(4-(4-chlorobenzyl)piperazine-1-carbonyl)phenyl)ethanone ClC=1C=CC(=C(C1)C(C)=O)C(=O)N1CCN(CC1)CC1=CC=C(C=C1)Cl